5-(4-(difluoromethoxy)phenyl)-N-(2-((2R,6S)-2,6-dimethylmorpholino)-5-fluoropyrimidin-4-yl)pyridazin-3-amine FC(OC1=CC=C(C=C1)C=1C=C(N=NC1)NC1=NC(=NC=C1F)N1C[C@H](O[C@H](C1)C)C)F